1-pentyl-2,3-dimethylimidazole chloride [Cl-].C(CCCC)N1C(N(C=C1)C)C